O=C1NC(CCC1N1C(C2=CC=C(C=C2C1)C1=CC(=C2C(=N1)N(C=C2)CC#N)CN2CCCC2)=O)=O 2-(6-(2-(2,6-dioxopiperidin-3-yl)-1-oxoisoindolin-5-yl)-4-(pyrrolidin-1-ylmethyl)-1H-pyrrolo[2,3-b]pyridin-1-yl)acetonitrile